1-ethyl-2-(5-phenylfuran-2-yl)-1H-benzo[d]imidazole C(C)N1C(=NC2=C1C=CC=C2)C=2OC(=CC2)C2=CC=CC=C2